CC(C)OC([C@@H](NP(=O)(OC1=CC=CC=C1)O)C)=O N-[(S)-hydroxyphenoxyphosphinyl]-L-alanine 1-methylethyl ester